CN1N=CC(=C1)C=1C=C(C(=O)NC=2N(C=C(N2)CCCC(N2CCN(CC2)C2=CC=CC=C2)=O)C2=CC=CC=C2)C=CC1 3-(1-methyl-1H-pyrazol-4-yl)-N-(4-(4-oxo-4-(4-phenylpiperazin-1-yl)butyl)-1-phenyl-1H-imidazol-2-yl)benzamide